N-methyl-N'-((1-methyl-2-phenyl-1H-imidazol-5-yl)methyl)acetohydrazide CN(NCC1=CN=C(N1C)C1=CC=CC=C1)C(C)=O